C(=O)N(CCC)C(C)=O formylacetylpropylamine